N-(3-(N-(tert-Butyl)sulfamoyl)phenyl)-4-((3-methyloxetan-3-yl)sulfonyl)-2-(6-azaspiro[2.5]octan-6-yl)benzamide C(C)(C)(C)NS(=O)(=O)C=1C=C(C=CC1)NC(C1=C(C=C(C=C1)S(=O)(=O)C1(COC1)C)N1CCC2(CC2)CC1)=O